1-cyclopropyl-6-methyl-4-oxo-5-(pyridin-3-yl)-1,4-dihydropyridine-3-carboxamide C1(CC1)N1C=C(C(C(=C1C)C=1C=NC=CC1)=O)C(=O)N